6-[5-chloro-1-(4-fluorophenyl)imidazol-2-yl]imidazo[1,2-a]pyridine ClC1=CN=C(N1C1=CC=C(C=C1)F)C=1C=CC=2N(C1)C=CN2